1-(Benzofuran-5-yl)-3-methyl-7-(4-((4-(methylsulfonyl)piperidin-1-yl)methyl)phenyl)-3,6-dihydroimidazo[4,5-d]pyrrolo[2,3-b]pyridin-2(1H)-one O1C=CC2=C1C=CC(=C2)N2C(N(C=1C2=C2C(=NC1)NC(=C2)C2=CC=C(C=C2)CN2CCC(CC2)S(=O)(=O)C)C)=O